4,6-bis(4-naphthalen-1-yl-phenyl)-2-(4-pyridin-3-yl-phenyl)-benzothiazole C1(=CC=CC2=CC=CC=C12)C1=CC=C(C=C1)C1=CC(=CC2=C1N=C(S2)C2=CC=C(C=C2)C=2C=NC=CC2)C2=CC=C(C=C2)C2=CC=CC1=CC=CC=C21